N-CarbazoleAcetic Acid C1=CC=CC=2C3=CC=CC=C3N(C12)CC(=O)O